FC([C@H]1CNCCN1)(F)F (R)-3-(trifluoromethyl)piperazin